C(C)(C)(C)OC(=O)N1CC2(C1)CC(C2)C(C)I 6-(1-iodoethyl)-2-azaspiro[3.3]Heptane-2-carboxylic acid tert-butyl ester